tert-butyl (S,E)-9-cyano-8-(((dimethylamino)methylene)amino)-10-fluoro-1,2,4a,5-tetrahydrobenzo[b]pyrazino[1,2-d][1,4]oxazine-3(4H)-carboxylate C(#N)C1=C(C2=C(OC[C@H]3N2CCN(C3)C(=O)OC(C)(C)C)C=C1/N=C/N(C)C)F